[O-2].[Ti+6].[O-2].[O-2] titanium(VI) oxide